1-(3-chloropropyl)-4-Methylpiperazine hydrochloride Cl.ClCCCN1CCN(CC1)C